ClC=1N=C(NC1)N1C(N([C@H](C1)C#N)C1=CN=CC2=CC=CC=C12)=O |r| racemic-1-(4-chloro-1H-imidazol-2-yl)-3-(isoquinolin-4-yl)-2-oxoimidazolidine-4-carbonitrile